OC=1C=CC(=C(C1)C1=CC(=CC=C1)C(F)(F)F)CCNC(C)=O N-(2-(5-hydroxy-3'-(trifluoromethyl)-(1,1'-biphenyl)-2-yl)ethyl)acetamide